ClC1=NC2=C(N1CC1=CC=C(C=C1)C#N)C=C(C=C2)C#N 2-chloro-1-(4-cyanobenzyl)-1H-benzo[d]imidazole-6-carbonitrile